C([C@@H](C(=O)O)N)NC(=O)/C=C/C(=O)O The molecule is an L-alanine derivative obtained by formal condensation of one of the carboxy groups of fumaric acid with the side-chain amino group of 3-amino-L-alanine. It has a role as a bacterial metabolite. It is an enamide, a L-alanine derivative, a dicarboxylic acid monoamide, a non-proteinogenic L-alpha-amino acid and a secondary carboxamide. It derives from a 3-amino-L-alanine and a fumaric acid. It is a conjugate acid of a N(3)-fumaroyl-(S)-2,3-diaminopropanoate.